CN1C(=NN=C1)[C@H](C=1C=C(C=CC1)N1C(C2=CC(=CC(=C2C1)C(F)(F)F)CNC1(CCC1)C)=O)C1CC(C1)C 2-(3-((S)-(4-methyl-4H-1,2,4-triazol-3-yl)((1r,3S)-3-methylcyclobutyl)methyl)-phenyl)-6-(((1-methylcyclobutyl)amino)methyl)-4-(trifluoromethyl)isoindolin-1-one